(3S)-2-oxo-5-phenyl-1,3-dihydro-1,4-benzodiazepine O=C1NC2=C(C(=NC1)C1=CC=CC=C1)C=CC=C2